FC=1C=C(OC(CO)C)C=C(C1)F 2-(3,5-difluoro-phenoxy)-propanol